C1(CC1)COC1=C(C=CC(=N1)C(=O)N[C@H](COC(C([2H])[2H])F)C(C)C)N1CCCC1 6-(cyclopropylmethoxy)-N-[(2S)-1-{[fluoro(dideuteromethyl)methyl]oxy}-3-methylbutan-2-yl]-5-(pyrrolidin-1-yl)pyridine-2-carboxamide